FC(C1(CC1)N1C=C2C(N=C(N=C2O)C)=C(C1=O)F)F 6-(1-(difluoromethyl)cyclopropyl)-8-fluoro-4-hydroxy-2-methylpyrido[4,3-d]pyrimidin-7(6H)-one